OCCCCOC(F)(F)F (2S)-1-hydroxy-4-(trifluoromethoxy)butane